COC(C1=C(C=C(C(=C1)F)F)NC1=C(C(=C(C=C1)F)Cl)C=O)=O ((3-chloro-4-fluoro-2-formylphenyl)amino)-4,5-difluoro-benzoic acid methyl ester